Rac-trans-1-(4-aminopyrimidin-2-yl)-4-methoxypiperidine-3-carbonitrile NC1=NC(=NC=C1)N1C[C@H]([C@@H](CC1)OC)C#N |r|